C(C)(C)(C)OC(=O)N1CCC(CC1)N1CC(NC2=CC=CC(=C12)[N+](=O)[O-])=O 4-(8-nitro-3-oxo-2,4-dihydroquinoxalin-1-yl)piperidine-1-carboxylic acid tert-butyl ester